BrC=1C=C(C2=C(NN=N2)C1F)F 6-bromo-4,7-difluoro-1H-benzotriazole